4-(5'-chloro-2'-fluoro-[1,1'-biphenyl]-4-yl)-N-(pyridin-3-yl)butanamide ClC=1C=CC(=C(C1)C1=CC=C(C=C1)CCCC(=O)NC=1C=NC=CC1)F